[N+](=O)([O-])C1=C(C=CC=C1)NC1CCN(CC1)C(CC=1C=C2C=CC=NC2=CC1)=O 1-(4-((2-nitrophenyl)amino)piperidin-1-yl)-2-(quinolin-6-yl)ethanone